1,3,6,8-tetra(p-tolylphenyl)pyrene C1(=C(C=CC=C1)C1=CC=C(C=C1)C1=CC(=C2C=CC3=C(C=C(C4=CC=C1C2=C34)C3=CC=C(C=C3)C3=C(C=CC=C3)C)C3=CC=C(C=C3)C3=C(C=CC=C3)C)C3=CC=C(C=C3)C3=C(C=CC=C3)C)C